1-(4-{5-amino-6-[1-(2-chloro-3,6-difluoro-phenyl)-ethoxy]-pyrazin-2-yl}-phenyl)-3-(2-pyrrolidin-1-yl-ethyl)-urea NC=1N=CC(=NC1OC(C)C1=C(C(=CC=C1F)F)Cl)C1=CC=C(C=C1)NC(=O)NCCN1CCCC1